Cl.F[C@H]1CNCC[C@@H]1C1=CC=C(C=C1)O 4-((3R,4R)-3-fluoropiperidin-4-yl)phenol hydrochloride